3-methoxy-5-(tetrahydro-2H-pyran-4-yl)aniline COC=1C=C(N)C=C(C1)C1CCOCC1